C[C@@H]1O[C@@H](CN(C1)N1C(=NC2=CC=CC=C2C1=O)C)C (cis-2,6-dimethylmorpholino)-2-methylquinazolin-4(3H)-one